4-amino-1-((2R,3R,4S,5R)-4-(benzyloxy)-5-(benzyloxymethyl)-3-hydroxy-5-vinyl-tetrahydrofuran-2-yl)pyrimidin-2(1H)-one NC1=NC(N(C=C1)[C@@H]1O[C@]([C@H]([C@H]1O)OCC1=CC=CC=C1)(C=C)COCC1=CC=CC=C1)=O